O1C(OCC1)C=1C=CC(=NC1)C=1C(=C(C=CC1)NC=1N=C2N(N=CC=C2NC)C1C(=O)NC(C)C)OC ({3-[5-(1,3-dioxolan-2-yl)pyridin-2-yl]-2-methoxyphenyl}amino)-N-isopropyl-8-(methylamino)imidazo[1,2-b]pyridazine-3-carboxamide